The molecule is a monocarboxylic acid that is D-penicillamine in which the amino group has been replaced by a consisting 2-benzyl-1H-imidazol-1-yl moiety. It is a member of imidazoles, a monocarboxylic acid, a thiol and a non-proteinogenic alpha-amino acid. It derives from a D-penicillamine. CC(C)([C@H](C(=O)O)N1C=CN=C1CC2=CC=CC=C2)S